Ethyl (S)-6-(4-(2-(hydroxymethyl)piperidine-1-carbonyl)-2-methoxy-5-nitrophenoxy)hexanoate OC[C@H]1N(CCCC1)C(=O)C1=CC(=C(OCCCCCC(=O)OCC)C=C1[N+](=O)[O-])OC